3-bromo-1-(4-(tert-butyl)phenyl)-1H-pyrazole BrC1=NN(C=C1)C1=CC=C(C=C1)C(C)(C)C